ClC1=C2CN(C(C2=CC(=C1)C#CC1=CC=C(C=C1)CN1CCC(CC1)CO)=O)C(C(=O)NC=1SC=CN1)C1=C2N(C=N1)CCC2 2-[4-chloro-6-[2-[4-[[4-(hydroxymethyl)-1-piperidyl]methyl]phenyl]ethynyl]-1-oxo-isoindolin-2-yl]-2-(6,7-dihydro-5H-pyrrolo[1,2-c]imidazol-1-yl)-N-thiazol-2-yl-acetamide